4-hexadecyl-2,2,9,9-tetramethyl-4,7-diaza-1,10-decanedithiol C(CCCCCCCCCCCCCCC)N(CC(CS)(C)C)CCNCC(CS)(C)C